CS(=O)(=O)O.C(C)OC(C1=CC(=CC=C1)N)=O.BrCCCCCCCCN1C(C=2C(C1=O)=CC=CC2)=O N-(8-bromooctyl)phthalimide ethyl-3-aminobenzoate methanesulfonate